2-(9H-carbazol-2-yl)-N-(pyridin-4-ylmethyl)acetamide C1=C(C=CC=2C3=CC=CC=C3NC12)CC(=O)NCC1=CC=NC=C1